C1(=CC=CC=C1)NC(=O)C(=O)N Phenyl-oxamide